tert-butyl 9-(4-amino-5-(pyrimidin-2-yl)pyrazolo[5,1-f][1,2,4]triazin-6-yl)-3-azaspiro[5.5]undec-8-ene-3-carboxylate NC1=NC=NN2C1=C(C(=N2)C2=CCC1(CCN(CC1)C(=O)OC(C)(C)C)CC2)C2=NC=CC=N2